N=1N=CN2C1C(=CC=C2)C(=O)N [1,2,4]triazolo[4,3-a]pyridine-8-carboxamide